S1C(=CC=C1)CN(C([C@H](CCCCO)NC(OC(C)(C)C)=O)=O)CC=1SC=CC1 tert-butyl {(2S)-1-[bis(2-thienylmethyl)amino]-6-hydroxy-1-oxohexan-2-yl}carbamate